4-[2-phenoxyethyl-[4-(5,6,7,8-tetrahydro-1,8-naphthyridin-2-yl)butyl]amino]-2-[(2-pyridazin-4-ylacetyl)amino]butanoic acid O(C1=CC=CC=C1)CCN(CCC(C(=O)O)NC(CC1=CN=NC=C1)=O)CCCCC1=NC=2NCCCC2C=C1